1-(3-bromo-2-fluoro-6-methylphenyl)ethan-1-ol BrC=1C(=C(C(=CC1)C)C(C)O)F